CC=1C=C(C=C(C1)C)[Se]CC(=O)C1=CC=CC=C1 2-((3,5-dimethylphenyl)seleno)-1-phenylethan-1-one